m-diethylphenol C(C)C1(CC(=CC=C1)CC)O